C(CCC)C=1NC(N(N1)C1=CC(=CC=C1)C)=O 5-butyl-2-(3-methylphenyl)-2,4-dihydro-3H-1,2,4-triazol-3-one